[K].C1(CCCCC1)N=[N+](O)[O-] cyclohexylhydroxydiazene 1-oxide, potassium salt